FC=1C=C2C=C(COC2=CC1)C(=O)NC 6-fluoro-N-methyl-2H-chromene-3-carboxamide